isopropyl (S)-6-diazo-2-((S)-2-hydroxy-3-(1H-indol-1-yl)propanamido)-5-oxohexanoate [N+](=[N-])=CC(CC[C@@H](C(=O)OC(C)C)NC([C@H](CN1C=CC2=CC=CC=C12)O)=O)=O